FC1=C(C=CC(=C1)C#N)C1=CC=C(C=C1)S(=O)(=O)CC1CCC(CC1)(C)O 2-Fluoro-4'-(((cis-4-hydroxy-4-methylcyclohexyl)methyl)sulfonyl)-[1,1'-biphenyl]-4-carbonitrile